6-bromo-1-[(4-methoxyphenyl)methyl]-3-(trifluoromethyl)indazole BrC1=CC=C2C(=NN(C2=C1)CC1=CC=C(C=C1)OC)C(F)(F)F